Biphenyl-Amine C=1(C(=CC=CC1)N)C1=CC=CC=C1